NC=1C=2N(C3=CC(=C(C=C3N1)F)C(=O)N(C)[C@H](C)C1=NC=C(C=C1F)C(F)(F)F)C=NC2 (R)-4-amino-7-fluoro-N-(1-(3-fluoro-5-(trifluoromethyl)pyridin-2-yl)ethyl)-N-methylimidazo[1,5-a]quinoxaline-8-carboxamide